O.O.O.O.[Na].CC(C(=O)OC1=CC=C(C=C1)S(=O)(=O)NC1=C(C(=O)NCC(=O)O)C=CC=C1)(C)C N-{2-[4-(2,2-dimethylpropionoyloxy)-benzenesulfonylamino]benzoyl}glycine monosodium tetrahydrate